C(C)(C)(C)OC(C[C@H](C(=O)O)CC1=C(C=C(C=C1)F)F)=O (R)-4-(tert-butoxy)-2-(2,4-difluorobenzyl)-4-oxobutanoic acid